ClC=1C=C(OC(C(=O)OCC)(C)C)C=CC1CN1CCN(CC1)CC1=CC=C(C=C1)C(F)(F)F Ethyl 2-(3-chloro-4-((4-(4-(trifluoromethyl) benzyl) piperazin-1-yl) methyl) phenoxy)-2-methylpropionate